N-(1-methyl-tetrazole-5-yl)-2-chloro-4-methylsulfonyl-benzamide CN1N=NN=C1NC(C1=C(C=C(C=C1)S(=O)(=O)C)Cl)=O